1-methoxy-4-(4-pentylcyclohexyl)benzene COC1=CC=C(C=C1)C1CCC(CC1)CCCCC